C(C)(=O)C=1C=C(C=CC1)NC1=NC=C(C(=N1)NN1C(OC2=C1C=CC=C2)=O)C [2-(3-acetyl-phenylamino)-5-methyl-pyrimidin-4-ylamino]-3H-benzooxazol-2-one